N-[(1R,3S)-3-[7-(1-methylimidazol-2-yl)-[1,2,4]triazolo[4,3-a]pyridin-3-yl]cyclohexyl]-4-(oxetan-3-yloxy)-5-(trifluoromethyl)pyrimidin-2-amine CN1C(=NC=C1)C1=CC=2N(C=C1)C(=NN2)[C@@H]2C[C@@H](CCC2)NC2=NC=C(C(=N2)OC2COC2)C(F)(F)F